N1=CNC2=C1C(=CC=C2)N2C(NC(C1=CC=C(C=C21)Cl)=O)=O 1-benzimidazol-7-yl-7-chloro-1,3-dihydroquinazoline-2,4-dione